tert-butyl (3-((2-bromo-5,6,7,8,9,10-hexahydrocyclohepta[b]indol-6-yl)amino)propyl)carbamate BrC=1C=C2C3=C(NC2=CC1)C(CCCC3)NCCCNC(OC(C)(C)C)=O